The molecule is a member of the class of phenothiazines that is 4aH-phenothiazine substituted by dimethylamino groups at positions 3 and 7. It is a member of phenothiazines and a tertiary amino compound. It is a conjugate base of a 3,7-bis(dimethylamino)phenothiazin-5-ium. It derives from a hydride of a 4aH-phenothiazine. CN(C)C1=CC2C(=NC3=C(S2)C=C(C=C3)N(C)C)C=C1